FC(CN(C1=NC(N(C2=CC=CC(=C12)F)C([2H])([2H])[2H])=O)C1=C(C(=NC=C1)C#CC(C)(C)O)F)F 4-[2,2-difluoroethyl-[3-fluoro-2-(3-hydroxy-3-methyl-but-1-ynyl)-4-pyridyl]amino]-5-fluoro-1-(trideuteriomethyl)quinazolin-2-one